CC1=C(N=NC(=C1)N[C@H]1CN(CCC1)C)C1=C(C=CC=C1)O 2-(4-methyl-6-(((R)-1-methylpiperidin-3-yl)amino)pyridazine-3-yl)phenol